N-(3-cyanoimidazo[1,2-a]pyridin-6-yl)-6-methylpicolinamidine C(#N)C1=CN=C2N1C=C(C=C2)NC(C2=NC(=CC=C2)C)=N